2'-(3-fluoropyridin-4-yl)-4'-oxo-5',6'-dihydro-1'H-spiro[pyrrolidine-3,7'-pyrrolo[3,2-c]pyridine]-1-carboxylic acid methyl ester COC(=O)N1CC2(C3=C(C(NC2)=O)C=C(N3)C3=C(C=NC=C3)F)CC1